2-methoxy-5-nitro-2,4,6-cycloheptatriene COC=1CC=CC(=CC1)[N+](=O)[O-]